CN(C1=CC=C(N=N1)C1=C(C=C(C=C1)C1=CC(=NC=C1)C)O)C1CC(NC(C1)(C)C)(C)C 2-(6-(methyl(2,2,6,6-tetramethylpiperidin-4-yl)amino)pyridazin-3-yl)-5-(2-methylpyridin-4-yl)phenol